FC1(CN(CCC1NC(=O)C1=C(OC2=C1C=C(C=C2F)OCC=2C(=NC=CC2)C(F)(F)F)C)C(=O)OC(C)(C)C)F tert-butyl 3,3-difluoro-4-(7-fluoro-2-methyl-5-((2-(trifluoromethyl)pyridin-3-yl)methoxy)benzofuran-3-carboxamido)piperidine-1-carboxylate